BrC1=CC(=NC(=C1)Br)C(=O)O.N[C@@H](C(C)C)C(=O)N1[C@@H](CCC1)C(=O)N1[C@@H](CCC1)C(=O)O valyl-prolyl-proline 4,6-dibromo-pyridine-2-carboxylate